BrC1=CC(=C(O[C@H](C(=O)OCC)CC2CCC2)C=C1)C1=NOCC1OCC ethyl (2S)-2-[4-bromo-2-(4-ethoxy-4,5-dihydroisoxazol-3-yl)phenoxy]-3-cyclobutylpropanoate